C1(CCCC1)C1=C(C=NC=2N1C=CN2)NC(=O)NC=2C=C(C(=NC2)C2=NOC(=N2)CCCCCC(=O)O)C 6-{3-[5-({[(5-Cyclopentylimidazo[1,2-a]pyrimidin-6-yl)amino]carbonyl}amino)-3-methylpyridin-2-yl]-1,2,4-oxadiazol-5-yl}hexanoic acid